isoindolin-one C1(NCC2=CC=CC=C12)=O